COC1=CC=C(C=C1)CN1N=NC2=C1N=C(N=C2N2C[C@H](CC2)NC(C)=O)O[C@H](C(F)(F)F)C N-[(3S)-1-[3-[(4-Methoxyphenyl)methyl]-5-[(1S)-2,2,2-trifluoro-1-methyl-ethoxy]triazolo[4,5-d]pyrimidin-7-yl]pyrrolidin-3-yl]acetamide